5-chloro-N2-(4-((trans)-2,6-dicyclopropyl-1-methyl-1,2,3,6-tetrahydropyridin-4-yl)-2-isopropoxy-5-methyl-phenyl)-N4-(2-(isopropylsulfonyl)phenyl)pyrimidine-2,4-diamine ClC=1C(=NC(=NC1)NC1=C(C=C(C(=C1)C)C=1C[C@@H](N([C@H](C1)C1CC1)C)C1CC1)OC(C)C)NC1=C(C=CC=C1)S(=O)(=O)C(C)C